tert-butyl 3-(iodomethyl)azetidine-1-carboxylate ICC1CN(C1)C(=O)OC(C)(C)C